(R)-1-((1-fluorocyclopropyl)methyl)-4-(5-methylthiazol-2-yl)-N-(1-(2-(trifluoromethyl)pyrimidin-5-yl)ethyl)-1H-indazole-6-carboxamide FC1(CC1)CN1N=CC2=C(C=C(C=C12)C(=O)N[C@H](C)C=1C=NC(=NC1)C(F)(F)F)C=1SC(=CN1)C